C(#N)C1=CC(=C(C=C1)[C@H]1OC2=C(C=CC=C2C(=C1)F)C1CCN(CC1)CC1=NC=2C(=NC(=CC2)C(=O)O)N1C[C@H]1OCC1)F 2-((4-((S)-2-(4-cyano-2-fluorophenyl)-4-fluoro-2H-chromen-8-yl)piperidin-1-yl)methyl)-3-(((S)-oxetan-2-yl)methyl)-3H-imidazolo[4,5-b]pyridine-5-carboxylic acid